ClC=1C(=NC(=NC1)NC1=C(C=C2CCN(CC2=C1)C)OC)N1CC2(C(C1)C(=O)O)CCCC2 2-(5-Chloro-2-((6-methoxy-2-methyl-1,2,3,4-tetrahydroisoquinolin-7-yl)amino)pyrimidin-4-yl)-2-azaspiro[4.4]nonane-4-carboxylic acid